(S)-N-(5-chloro-2-(4-hydroxy-4-methylazepan-1-yl)phenyl)-5-(tetrahydro-2H-pyran-4-yl)furan-2-carboxamide ClC=1C=CC(=C(C1)NC(=O)C=1OC(=CC1)C1CCOCC1)N1CC[C@@](CCC1)(C)O